FC1=CC=C2C=C(C=NC2=C1F)C(=O)NC(CC(=C)C)CC=1C=NC(=CC1)F 7,8-difluoro-N-[1-[(6-fluoro-3-pyridyl)methyl]-3-methyl-but-3-enyl]quinoline-3-carboxamide